rac-(5S,7R)-N1-[6-[3-(6-methyl-2-pyridyl)-1H-pyrazol-4-yl]-1,5-naphthyridin-3-yl]adamantane-1,3-diamine CC1=CC=CC(=N1)C1=NNC=C1C=1N=C2C=C(C=NC2=CC1)NC12CC3(C[C@H](C[C@@H](C1)C3)C2)N |r|